(R)-1-(6-((6-(1-hydroxyethyl)-8-(isopropylamino)pyrido[3,4-d]pyrimidine-2-yl)amino)pyridine-3-yl)piperazine-2-one O[C@H](C)C1=CC2=C(N=C(N=C2)NC2=CC=C(C=N2)N2C(CNCC2)=O)C(=N1)NC(C)C